C(C)(=O)C1=C(OCC(C(F)(F)F)=O)C=CC=C1F 3-(2-acetyl-3-fluorophenoxy)-1,1,1-trifluoropropan-2-one